2-Aminocyclohexan-1-on NC1C(CCCC1)=O